C(CCCCCCCCCCC)C1=CC=C(C=C1)C(C)CC 2-(4-dodecylphenyl)butane